[Ta].[Fe].[Co] cobalt-iron-tantalum